2-(4-Benzylpiperazin-1-yl)-N-(quinolin-6-yl)ethanesulfonamide C(C1=CC=CC=C1)N1CCN(CC1)CCS(=O)(=O)NC=1C=C2C=CC=NC2=CC1